(S)-2-((R)-3-Methyl-morpholin-4-yl)-9-thiazol-5-ylmethyl-8-trifluoromethyl-6,7,8,9-tetrahydro-pyrimido[1,2-a]-pyrimidin-4-one C[C@H]1N(CCOC1)C=1N=C2N(C(C1)=O)CC[C@H](N2CC2=CN=CS2)C(F)(F)F